ethyl 2-(2-acetoxy-4-(tert-butyl)-6-methylphenyl)-4-((4-methoxybenzyl)amino)-6-methylpyrimidine-5-carboxylate C(C)(=O)OC1=C(C(=CC(=C1)C(C)(C)C)C)C1=NC(=C(C(=N1)NCC1=CC=C(C=C1)OC)C(=O)OCC)C